tert-butyl 3-(5-bromofuran-2-yl)-2-ethynyl-5,6-dihydroimidazo[1,2-a]pyrazine-7(8H)-carboxylate BrC1=CC=C(O1)C1=C(N=C2N1CCN(C2)C(=O)OC(C)(C)C)C#C